NC1=NC=NN2C1=C(C(=N2)C2=C(C=C(C=C2)NC(C(=C)C)=O)F)C2=CC(=C(C=C2)OC2=NN(C=C2)C)F N-(4-(4-amino-5-(3-fluoro-4-((1-methyl-1H-pyrazol-3-yl)oxy)phenyl)pyrazolo[5,1-f][1,2,4]triazin-6-yl)-3-fluorophenyl)methacrylamide